6-(2,5-dichloropyrimidin-4-yl)-4-fluoro-1-isopropyl-2-methyl-1H-indole-3-carbonitrile ClC1=NC=C(C(=N1)C1=CC(=C2C(=C(N(C2=C1)C(C)C)C)C#N)F)Cl